CC([O-])C.CC([O-])C.[Ti+4] Titanium (IV) diisopropoxide